(1S,2S)-2-[5-(5-bromo-2,4-difluoro-benzyloxy)-pyridin-2-yl]Cyclopropanecarboxylic acid ethyl ester C(C)OC(=O)[C@@H]1[C@H](C1)C1=NC=C(C=C1)OCC1=C(C=C(C(=C1)Br)F)F